(S)-isoindoline-1-carboxylic acid hydrochloride Cl.[C@@H]1(NCC2=CC=CC=C12)C(=O)O